4-methyl-2-[[4-(4-morpholinyl)-6-[[(3,4,5-trimethoxyphenyl)methyl]amino]-2-pyrimidinyl]amino]-5-thiazolecarboxylic acid ethyl ester C(C)OC(=O)C1=C(N=C(S1)NC1=NC(=CC(=N1)N1CCOCC1)NCC1=CC(=C(C(=C1)OC)OC)OC)C